C1=CC(C2=CC=CC=C12)=O inden-3-one